C(C)(C)(C)OC(=O)N1CCN(CC1)C1=NC(=CC=C1C#N)CC(C)C.Cl.C(C(C)C)C1=CC=C(C(=N1)N1CCNCC1)C#N 6-Isobutyl-2-piperazin-1-yl-pyridine-3-carbonitrile hydrochloride tert-Butyl-4-(3-cyano-6-isobutyl-2-pyridyl)piperazine-1-carboxylate